C1C(CC12CNCC2)NC(OC(C)(C)C)=O tert-butyl (6-azaspiro[3.4]octan-2-yl)carbamate